(1R,3S,5R)-N-(6-bromopyridin-2-yl)-2-(2-(4,7-diamino-9H-pyrimido[4,5-b]indol-9-yl)acetyl)-2-azabicyclo[3.1.0]hexane-3-carboxamide BrC1=CC=CC(=N1)NC(=O)[C@H]1N([C@@H]2C[C@@H]2C1)C(CN1C2=C(C3=CC=C(C=C13)N)C(=NC=N2)N)=O